C(C)(CC)NC1=CC=C(C=C1)NC(C)CC 1,4-bis-sec-butylaminobenzene